FC=1C=C2CCC(C2=C(C1)F)O 5,7-difluoro-2,3-dihydro-1H-inden-1-ol